N-(5-(8-ethyl-2-(((3S,5S)-5-fluoropiperidin-3-yl)amino)quinazolin-6-yl)pyridin-2-yl)-1-phenylmethanesulfonamide C(C)C=1C=C(C=C2C=NC(=NC12)N[C@@H]1CNC[C@H](C1)F)C=1C=CC(=NC1)NS(=O)(=O)CC1=CC=CC=C1